O[C@H]1C[C@@H](O[C@]1(C=C)CO)N1C(N=CC=C1)=O ((2R,4S,5R)-4-hydroxy-5-(hydroxymethyl)-5-vinyltetrahydrofuran-2-yl)pyrimidin-2(1H)-one